OC=1C=CC2=C(C(OC2=O)C2=C(NC3=CC=CC=C23)C=O)C1 3-(6-hydroxy-3-oxo-1,3-dihydro-2-benzofuran-1-yl)-1H-indole-2-carbaldehyde